sulfoxyphenylsulfonium hexafluoroantimonate F[Sb-](F)(F)(F)(F)F.O(S(=O)(=O)O)[SH+]C1=CC=CC=C1